C1(CCCCC1)CNC(=O)C=1C(=NC(=NC1)NC1=CC=CC=C1)C(F)(F)F 2-Phenylamino-4-trifluoromethylpyrimidine-5-carboxylic acid cyclohexylmethyl-amide